C(C)(C)(C)OC(=O)N1CCC(CC1)N1N=C2C(=NC(=CC2=C1)C=1C=C(C=2N(N1)C=C(N2)C)C)OCC2=CC=CC=C2 4-[7-benzyloxy-5-(2,8-dimethylimidazo[1,2-b]pyridazin-6-yl)pyrazolo[3,4-c]pyridin-2-yl]piperidine-1-carboxylic acid tert-butyl ester